6-[3-(1H-1,3-Benzodiazole-4-sulfonamido)-2,6-difluorophenyl]-7-fluoro-N-methyl-1H-indazole-3-carboxamide N1C=NC2=C1C=CC=C2S(=O)(=O)NC=2C(=C(C(=CC2)F)C2=CC=C1C(=NNC1=C2F)C(=O)NC)F